FC(OC(C(=O)O)(CCCCCCCCCCCCCC(C)C)CCCCCCCCCCCCCCCCCCN1CCCCC1)(F)F.FC1=C(C=C(C(=C1)F)C1=NC=NC2=CC(=CC=C12)N1CCOCC1)C(C1=CC=CC(N1C)=O)O 6-{[2,4-Difluoro-5-(7-morpholin-4-yl-quinazolin-4-yl)-phenyl]hydroxy-methyl}-1-methyl-1H-pyridin-2-one (trifluoromethoxy)piperidinStearylisostearat